7-methoxy-2,3-dihydro-1H-pyrrolo[2,3-c]pyridine-1-carboxylic acid tert-butyl ester C(C)(C)(C)OC(=O)N1CCC=2C1=C(N=CC2)OC